5-[4-amino-5-(trifluoromethyl)pyrrolo[2,1-f][1,2,4]triazin-7-yl]-N-[1-(cyclopentylmethyl)-4-fluoropyrrolidin-3-yl]-2-methoxypyridine-3-carboxamide NC1=NC=NN2C1=C(C=C2C=2C=C(C(=NC2)OC)C(=O)NC2CN(CC2F)CC2CCCC2)C(F)(F)F